(R)-2-((1-(2-cyano-3-((3-cyanophenyl)amino)-7-methylquinoxalin-5-yl)ethyl)amino)benzoic acid C(#N)C1=NC2=CC(=CC(=C2N=C1NC1=CC(=CC=C1)C#N)[C@@H](C)NC1=C(C(=O)O)C=CC=C1)C